2-bromo-3',5'-dichloroacetophenone BrCC(=O)C1=CC(=CC(=C1)Cl)Cl